3-methylenepyrrolidine C=C1CNCC1